[Br-].C(CC)[N+](C)(C)C N-propyl-trimethyl-ammonium bromide